C1(=CC=CC=C1)CS(=O)(=O)OC1=C(OC(C1=O)C1=C(C=CC=C1)OC)N 2-amino-5-(2-methoxyphenyl)-4-oxo-4,5-dihydrofuran-3-yl phenylmethanesulfonate